(3,5-difluorobenzyl)-3-methyl-2-oxo-1,2,3,4-tetrahydroquinazoline-7-carboxamide FC=1C=C(CN2C(N(CC3=CC=C(C=C23)C(=O)N)C)=O)C=C(C1)F